C(#C)C=1C=CC(=C(C1)O)C1=NN=C(C=2CCCCC12)NC1CC(C1)(C)O 5-ethynyl-2-(4-(((cis)-3-hydroxy-3-methylcyclobutyl)amino)-5,6,7,8-tetrahydrophthalazin-1-yl)phenol